C(C)C=1C(=CC=C2C=C(C=C(C12)C1=C(C=2N=C(N=C(C2C=N1)N1CC(CCCC1)C(=O)OC)OC[C@]12CCCN2C[C@@H](C1)F)F)O)F methyl 1-(7-(8-ethyl-7-fluoro-3-hydroxynaphthalen-1-yl)-8-fluoro-2-(((2R,7aS)-2-fluorotetrahydro-1H-pyrrolizin-7a(5H)-yl)methoxy)pyrido[4,3-d]pyrimidin-4-yl)azepane-3-carboxylate